17-((2-(2,6-dioxopiperidin-3-yl)-1-oxoisoindolin-4-yl)thio)-3,6,9,12,15-pentaoxaheptadecane O=C1NC(CCC1N1C(C2=CC=CC(=C2C1)SCCOCCOCCOCCOCCOCC)=O)=O